6-amino-1-(2-methylpyridin-3-yl)-1H-indole-3-carbonitrile NC1=CC=C2C(=CN(C2=C1)C=1C(=NC=CC1)C)C#N